4-amino-3,5-difluorobenzonitrile NC1=C(C=C(C#N)C=C1F)F